C(=C\CCCCCC)/O 2E-octenol